(E)-2,4-difluoro-N-(5-(4-(4-(4-fluorobut-2-enoyl)piperazin-1-yl)quinazolin-6-yl)-2-methoxypyridin-3-yl)benzenesulfonamide FC1=C(C=CC(=C1)F)S(=O)(=O)NC=1C(=NC=C(C1)C=1C=C2C(=NC=NC2=CC1)N1CCN(CC1)C(\C=C\CF)=O)OC